(S)-4-(2-(4-fluorobenzyl)-2H-tetrazol-5-yl)-N-(2-hydroxypropyl)benzenesulfonamide FC1=CC=C(CN2N=C(N=N2)C2=CC=C(C=C2)S(=O)(=O)NC[C@H](C)O)C=C1